N2-[4-(4-amino-1-piperidyl)-3-fluoro-phenyl]-N4-[2-(6-methyl-2-pyridyl)pyrimidin-4-yl]pyrimidine-2,4-diamine NC1CCN(CC1)C1=C(C=C(C=C1)NC1=NC=CC(=N1)NC1=NC(=NC=C1)C1=NC(=CC=C1)C)F